4-[(6S)-2,2-Difluoro-7-[(5-methoxy-7-methyl-1H-indol-4-yl)methyl]-7-azaspiro[3.5]nonan-6-yl]-3-[(oxan-4-ylmethyl)amino]benzoic acid FC1(CC2(C1)C[C@H](N(CC2)CC2=C1C=CNC1=C(C=C2OC)C)C2=C(C=C(C(=O)O)C=C2)NCC2CCOCC2)F